7-chloro-5-phenyl-1-(2,2,2-trifluoroethyl)-1H-1,4-benzodiazepine-2(3H)-one ClC=1C=CC2=C(C(=NCC(N2CC(F)(F)F)=O)C2=CC=CC=C2)C1